3-{2-[(S)-(9H-fluoren-9-ylmethoxycarbonylamino)(4-methylcyclohexyl)-methyl]-4-fluoro-1H-benzimidazol-5-yl}morpholine-4-carboxylic acid tert-butyl ester C(C)(C)(C)OC(=O)N1C(COCC1)C1=C(C2=C(NC(=N2)[C@H](C2CCC(CC2)C)NC(=O)OCC2C3=CC=CC=C3C=3C=CC=CC23)C=C1)F